3-[3-(4-ethylphenylamino)-2-hydroxypropyl]-1H-1,2,4-triazol-5(4H)-one C(C)C1=CC=C(C=C1)NCC(CC1=NNC(N1)=O)O